2,2'-isopropylidenebis(3a,8a-dihydro-8H-indeno[1,2-d]oxazole) C(C)(C)(C=1OC2C(N1)C=1C=CC=CC1C2)C=2OC1C(N2)C=2C=CC=CC2C1